C(C)(C)N1N=C(C=C1)C=1N=C2SC=CN2C1C=1C=C2C(N(C=NC2=CC1)C)=O 6-(6-(1-Isopropyl-1H-pyrazol-3-yl)imidazo[2,1-b]thiazol-5-yl)-3-methylquinazolin-4(3H)-one